tert-butyl 3-(2-chloro-N-(4-chlorobenzyl)acetamido)-3-((2,4-difluorophenyl)carbamoyl)azetidine-1-carboxylate ClCC(=O)N(CC1=CC=C(C=C1)Cl)C1(CN(C1)C(=O)OC(C)(C)C)C(NC1=C(C=C(C=C1)F)F)=O